C(C=1C(=CC=CC1[2H])[2H])(=O)O benzoic acid-2,6-d